ClC1=CC=C(C=C1)C=1C=C(C(N(N1)C=1C=NC=CC1)=O)C(=O)N[C@@H]1[C@@H](CCCC1)O 6-(4-chlorophenyl)N-[(1S,2R)-2-hydroxycyclohexyl]-3-oxo-2-(pyridin-3-yl)-2,3-dihydropyridazine-4-carboxamide